N-(2-methoxyethyl)-3H-imidazole COCCN1CNC=C1